C(#N)C1=CC=C(C=C1)N1N=CC(=C1)C=1C=C(CNC(=O)C2=C3NC(=NC3=NC=N2)C2CCCC2)C=C(C1)F N-(3-(1-(4-cyanophenyl)-1H-pyrazol-4-yl)-5-fluorobenzyl)-8-cyclopentyl-7H-purine-6-carboxamide